decyl-benzofuran-3-carboxamide C(CCCCCCCCC)C=1OC2=C(C1C(=O)N)C=CC=C2